(2R,4R)-1-(3-chloro-2-fluorobenzyl)-2-methyl-4-((3-methyl-6-((5-methyl-1H-pyrazol-3-yl)amino)-pyrazin-2-yl)methyl)-piperidine-4-carboxylic acid ClC=1C(=C(CN2[C@@H](C[C@@](CC2)(C(=O)O)CC2=NC(=CN=C2C)NC2=NNC(=C2)C)C)C=CC1)F